(5r,8r)-8-{[1-(2-hydroxyethyl)-1H-pyrazol-4-yl]amino}-N-[(1R)-1,2,3,4-tetrahydronaphthalen-1-yl]-2-azaspiro[4.5]decane-2-carboxamide OCCN1N=CC(=C1)NC1CCC2(CCN(C2)C(=O)N[C@@H]2CCCC3=CC=CC=C23)CC1